1,3-dioxoisoindolin-2-yl 2,2-difluorocyclohexane-1-carboxylate FC1(C(CCCC1)C(=O)ON1C(C2=CC=CC=C2C1=O)=O)F